FC1=CC=C(C=C1)CCC(CC=1OC(=NN1)C)=N 4-(4-fluorophenyl)-1-(5-methyl-1,3,4-oxadiazol-2-yl)butan-2-imine